O=C1C=C(N=C2N1C=CC=C2)C(=O)NCC=2N=C1N(C=C(C=C1)CNCCC)C2 4-oxo-N-((6-[(propylamino)methyl]imidazo[1,2-a]pyridin-2-yl)methyl)-4H-pyrido[1,2-a]pyrimidine-2-carboxamide